C(C)(C)(C)N1C(C(CC1)N1C(C2=CC(=CC=C2C1)C1=NC(=NC=C1Cl)NC1CCOCC1)=O)=O 2-(1-tert-butyl-2-oxopyrrolidin-3-yl)-6-{5-chloro-2-[(oxa-cyclohex-4-yl)amino]pyrimidin-4-yl}-2,3-dihydro-1H-isoindol-1-one